2-((6-(4-(oxetan-3-yl)piperazin-1-yl)-2-(pyridin-3-yl)pyrimidin-4-yl)amino)isonicotinonitrile O1CC(C1)N1CCN(CC1)C1=CC(=NC(=N1)C=1C=NC=CC1)NC=1C=C(C#N)C=CN1